C(C)SC1=NSC(=N1)NC(=O)N1CCC12CN(CCC2)C=2C1=C(N=CN2)NC=C1 N-(3-(Ethylthio)-1,2,4-thiadiazol-5-yl)-6-(7H-pyrrolo[2,3-d]pyrimidin-4-yl)-1,6-Diazaspiro[3.5]nonane-1-carboxamide